FC=1C=CC=C(C1)C1=CC=CC=C1 5'-fluoro[biphenyl]